6-(1,3-benzoxazol-2-yl)-2-{[(4-bromophenyl)(phenyl)methyl](methyl)amino}-5-methoxy-3-methyl-3,4-dihydropyrimidin-4-one O1C(=NC2=C1C=CC=C2)C2=C(C(N(C(=N2)N(C)C(C2=CC=CC=C2)C2=CC=C(C=C2)Br)C)=O)OC